Cl.N1=CC(=CC=C1)N Pyridin-3-Amine monohydrochloride salt